FC1=C(C(=CC=C1)F)C=1C=2C=3COCCCC3SC2NC([C@@H](N1)C)=S (5S)-3-(2,6-difluorophenyl)-5-methyl-14-oxa-9-thia-4,7-diazatricyclo[8.5.0.02,8]pentadeca-1(10),2(8),3-triene-6-thione